(R)-3-(2,3-dihydroxy-3-methyl-butyl)-4-hydroxybenzaldehyde O[C@H](CC=1C=C(C=O)C=CC1O)C(C)(C)O